5-bromo-7-(dimethylamino)-N-methyl-1H-indole-3-carboxamide BrC=1C=C2C(=CNC2=C(C1)N(C)C)C(=O)NC